3-(2-oxo-4-(2,6,6-trimethylcyclohex-2-en-1-yl)butan-4-ylthio)propanate O=C(C)CC(SCCC(=O)[O-])C1C(=CCCC1(C)C)C